3-((dimethylamino)methyl)-N'-trityl-2,3-dihydropyrazolo[5,1-b]oxazole-7-sulfonimidamide CN(C)CC1N2C(OC1)=C(C=N2)S(=O)(N)=NC(C2=CC=CC=C2)(C2=CC=CC=C2)C2=CC=CC=C2